CC=1C=CC(=C(C1)O)C1=C2C(=C(N=N1)N[C@H]1CN(CCC1)C)N=CC=C2 (R)-5-methyl-2-(8-((1-methylpiperidin-3-yl)amino)pyrido[2,3-d]pyridazin-5-yl)phenol